BrC1=CC=C(OCC=2C=C(C=CC2OC)/C=C/C(=O)C2=C(C=C(C=C2)O)O)C=C1 (E)-3-[3-[(4-Bromophenoxy)methyl]-4-methoxyphenyl]-1-(2,4-dihydroxyphenyl)prop-2-en-1-one